NC1(CN(CC1)C(=O)OCC1=CC=CC=C1)C1=CC=C(C=C1)Cl benzyl 3-amino-3-(4-chlorophenyl)pyrrolidine-1-carboxylate